N-((S)-1-((3R,5'S)-5'-cyano-2-oxospiro[indoline-3,3'-pyrrolidin]-1'-yl)-4-methyl-1-oxopentan-2-yl)-4,6,7-trifluoro-N-methyl-1H-indole-2-carboxamide C(#N)[C@@H]1C[C@@]2(CN1C([C@H](CC(C)C)N(C(=O)C=1NC3=C(C(=CC(=C3C1)F)F)F)C)=O)C(NC1=CC=CC=C12)=O